5-(2-aminocyclopropyl)-1,3,3-trimethylindolin-2-one NC1C(C1)C=1C=C2C(C(N(C2=CC1)C)=O)(C)C